CN1N=CC2=CC(=CC=C12)B(O)O (1-methyl-1H-indazol-5-yl)boranediol